CC=1N=CC(=NC1)N[C@@H]1C[C@H](CC1)NC1=CC=C(C=N1)N1C(C=CC(=C1)C=1C=NNC1)=O 6'-(((1S,3S)-3-((5-Methylpyrazin-2-yl)amino)cyclopentyl)amino)-5-(1H-pyrazol-4-yl)-2H-[1,3'-bipyridin]-2-one